tert-butyl 1-cyano-6-azaspiro[3.4]octane-6-carboxylate C(#N)C1CCC12CN(CC2)C(=O)OC(C)(C)C